tributylacetic acid C(CCC)C(C(=O)O)(CCCC)CCCC